[2-[(6-chloro-2-methyl-1,3-benzooxazol-5-yl) methyl]-4,4-dimethyl-3-oxo-isoxazolidin-5-yl] 2-methylpropionate CC(C(=O)OC1C(C(N(O1)CC=1C(=CC2=C(N=C(O2)C)C1)Cl)=O)(C)C)C